ClCCCCS(=O)(=O)N1CCC(CC1)N1N=CC(=C1)C1=NC2=CC=CC=C2N=C1 2-[1-[1-(4-chlorobutylsulfonyl)-4-piperidyl]pyrazol-4-yl]quinoxaline